C(C1=CC=CC=C1)C1(C(=O)OC(CC1)C)CC1=CC=CC=C1 α,α-dibenzyl-δ-caprolactone